ClC=1C=C(C=CC1OCC(F)F)NC=1C2=C(N=CN1)C=CC(=N2)N2[C@@H]1CN[C@H](C2)C1 N-[3-chloro-4-(2,2-difluoroethoxy)phenyl]-6-[(1S,4S)-2,5-diazabicyclo[2.2.1]heptan-2-yl]pyrido[3,2-d]pyrimidin-4-amine